CC1(OC=2C(=C3C(=CC=NC3=CC2)OC2=C(C=C(N)C=C2F)F)O1)C 4-((2,2-dimethyl-[1,3]dioxolo-[4,5-f]quinolin-9-yl)oxy)-3,5-difluoroaniline